N1-(8-amino-6-(5-amino-4-methylpyridin-3-yl)-7-fluoroisoquinolin-3-yl)-N5-(2-(2-(2-((2-(2,6-dioxopiperidin-3-yl)-1,3-dioxoisoindolin-4-yl)amino)ethoxy)ethoxy)ethyl)glutaramide NC=1C(=C(C=C2C=C(N=CC12)NC(CCCC(=O)NCCOCCOCCNC1=C2C(N(C(C2=CC=C1)=O)C1C(NC(CC1)=O)=O)=O)=O)C=1C=NC=C(C1C)N)F